C1=CC=CC=2C3=CC=CC=C3N(C12)C1=CC=C(C=C1)C1=CC(=CC(=C1)N1C2=CC=CC=C2C=2C=C(C=CC12)C)N1C2=CC=CC=C2C=2C=C(C=CC12)C 4'-(9H-carbazol-9-yl)-3,5-bis(3-methyl-9H-carbazol-9-yl)-[1,1'-biphenyl]